N-[2-[4-[[3-(4-chlorophenyl)-2-propynyl]oxy]-3-methoxyphenyl]ethyl]-3-methyl-2-[(methylsulfonyl)amino]butanamide ClC1=CC=C(C=C1)C#CCOC1=C(C=C(C=C1)CCNC(C(C(C)C)NS(=O)(=O)C)=O)OC